Tert-butyl 4-((1-(4-bromophenyl)piperidin-4-yl)methyl)piperazine-1-carboxylate BrC1=CC=C(C=C1)N1CCC(CC1)CN1CCN(CC1)C(=O)OC(C)(C)C